BrC1=CC=2C=C3N(C2C=C1)C(N(C3(C#CCCC3=CC=CC=C3)CCCC)OC)=O 7-bromo-1-butyl-2-methoxy-1-(4-phenylbut-1-yn-1-yl)-1,2-dihydro-3H-imidazo[1,5-a]indol-3-one